C(C(=C)C)(=O)OC(CC(C)(C)OOC(C)(C)C1=CC=CC=C1)C 3-cumylperoxy-1,3-dimethylbutyl methacrylate